5-((3-propoxycarbonyl)propanoyl)amino-3-(1-isobutyl-piperidin-4-yl)pyrrolo[3,2-b]pyridine CCCOC(=O)CCC(=O)NC1=CC=C2C(=N1)C(=CN2)C2CCN(CC2)CC(C)C